C1(CC1)C1=NOC(=C1)C1=NNC(=C1)N 3-(3-cyclopropylisoxazol-5-yl)-1H-pyrazol-5-amine